molybdenum-Indium Oxide [O-2].[In+3].[Mo+4]